CC=1C(=NC=C(C1)N1CCC(CC1)OCC=1C(=NOC1C1CC1)C1=C(C=CC=C1Cl)Cl)C#N methyl-5-(4-((5-cyclopropyl-3-(2,6-dichlorophenyl)isoxazol-4-yl)methoxy)piperidin-1-yl)picolinonitrile